C(C)C1=CC(=NN1COCC[Si](C)(C)C)NC1=CC(=C(C#N)C=C1OC)F 4-[(5-ethyl-1-{[2-(trimethylsilyl)ethoxy]methyl}-1H-pyrazol-3-yl)amino]-2-fluoro-5-methoxybenzonitrile